CN1N=CC=C1CCOC=1C=CC(=NC1)C=O 5-[2-(2-methylpyrazol-3-yl)ethoxy]pyridine-2-carbaldehyde